O1C(=CC=C1)CN1C2=C(SCC1=O)SC(=C2)C(=O)O 1-(furan-2-ylmethyl)-2-oxo-2,3-dihydro-1H-thieno[2,3-b][1,4]thiazine-6-carboxylic acid